C(C)(C)(C)OC(=O)N1OCC[C@H]1C=1C=NC=C(C1)NC(C)=O.OC(=O)C(F)(F)F.O1N[C@@H](CC1)C=1C=C(C=NC1)NC(C)=O N-[5-[(3S)-Isoxazolidin-3-yl]-3-pyridyl]acetamide TFA salt Tert-butyl-(3S)-3-(5-acetamido-3-pyridyl)isoxazolidine-2-carboxylate